The molecule is a nucleoside monophosphate analogue that is dAMP in which one of the exocyclic amino hydrogens is replaced by a carbamoylmethyl group. It has a role as a Mycoplasma genitalium metabolite. It is a nucleoside monophosphate analogue, a monocarboxylic acid amide, a glycine derivative and an amino acid amide. It derives from a 2'-deoxyadenosine 5'-monophosphate. C1[C@@H]([C@H](O[C@H]1N2C=NC3=C(N=CN=C32)NCC(=O)N)COP(=O)(O)O)O